4-methoxy-tetrahydropyrido[3,4-d]pyrimidin-2-yl-(oxy(methyl)cyclopropyl)-N,N-dimethylmethanamine COC1C2=C(NC(N1)OC1C(C1)(C)CN(C)C)C=NC=C2